FC1(CC1)C(=O)N[C@H](C(=O)N1[C@@H](C[C@H](C1)O)C(=O)NCC1=C(C=C(C=C1)C1=C(N=CS1)C)O)C(C)(C)C (2S,4R)-1-((S)-2-(1-Fluorocyclopropane-1-carboxamido)-3,3-dimethylbutanoyl)-4-hydroxy-N-(2-hydroxy-4-(4-methylthiazol-5-yl)benzyl)pyrrolidine-2-carboxamide